N1-((S)-4-methyl-1-oxo-1-(((S)-1-oxo-3-((S)-2-oxopyrrolidin-3-yl)propan-2-yl)amino)pentan-2-yl)-N2-(o-tolyl)oxalamide CC(C[C@@H](C(N[C@H](C=O)C[C@H]1C(NCC1)=O)=O)NC(C(=O)NC1=C(C=CC=C1)C)=O)C